(1-(Tert-Butoxycarbonyl)-4-chloro-6-(methoxycarbonyl)-1H-indol-2-yl)boronic acid C(C)(C)(C)OC(=O)N1C(=CC2=C(C=C(C=C12)C(=O)OC)Cl)B(O)O